trimethylolethane tributyl-thiopropionate C(CCC)C(CC(=S)O)(CCCC)CCCC.C(O)C(C)(CO)CO